6-chloro-5'-(5-chloro-2-fluorophenyl)-2'-(4-(dimethylamino)-2-methoxyphenyl)-3'-isopropyl-3'H-spiro[indoline-3,4'-pyrrolo[3,4-d]imidazole]-2,6'(5'H)-dione ClC1=CC=C2C(=C1)NC(C21N(C(C=2N=C(N(C21)C(C)C)C2=C(C=C(C=C2)N(C)C)OC)=O)C2=C(C=CC(=C2)Cl)F)=O